(S)-2-(Benzofuran-2-carboxamido)-N1-(1-(2-(2-adamantylamino)-2-oxoethyl)-2-oxo-1,2-dihydropyridin-3-yl)-5-oxohexandiamid O1C(=CC2=C1C=CC=C2)C(=O)N[C@H](C(=O)NC=2C(N(C=CC2)CC(=O)NC2C1CC3CC(CC2C3)C1)=O)CCC(C(=O)N)=O